5-(2-(4-((2-(2,7-diazaspiro[3.5]nonan-7-yl)pyrimidin-4-yl)methoxy)phenyl)propan-2-yl)-3-chloro-2-(2-chloroethoxy)benzonitrile trifluoroacetate FC(C(=O)O)(F)F.C1NCC12CCN(CC2)C2=NC=CC(=N2)COC2=CC=C(C=C2)C(C)(C)C=2C=C(C(=C(C#N)C2)OCCCl)Cl